2-(((1R)-1-(2-cyano-3-(3-hydroxy-3-isopropylpyrrolidin-1-yl)-7-methylquinoxalin-5-yl)ethyl)amino)benzoic acid C(#N)C1=NC2=CC(=CC(=C2N=C1N1CC(CC1)(C(C)C)O)[C@@H](C)NC1=C(C(=O)O)C=CC=C1)C